2-(2-Chloro-6-nitro-phenyl)triazole ClC1=C(C(=CC=C1)[N+](=O)[O-])N1N=CC=N1